4,4'-(1,3-phenylenebis(oxy))dibenzoic acid C1(=CC(=CC=C1)OC1=CC=C(C(=O)O)C=C1)OC1=CC=C(C(=O)O)C=C1